1,2-bis(oleoyloxy)-3-(trimethyl-ammonio)propane C(CCCCCCC\C=C/CCCCCCCC)(=O)OCC(C[N+](C)(C)C)OC(CCCCCCC\C=C/CCCCCCCC)=O